Tri(3-ethyl-1-hexyl) citrate C(CC(O)(C(=O)OCCC(CCC)CC)CC(=O)OCCC(CCC)CC)(=O)OCCC(CCC)CC